1-tert-butyl (S)-{1-[2-(benzo[d]isoxazol-3-yl)phenyl]-2-(6-cyanopyridine-2-yl)ethyl}carbamate O1N=C(C2=C1C=CC=C2)C2=C(C=CC=C2)[C@H](CC2=NC(=CC=C2)C#N)NC(OC(C)(C)C)=O